FC1=C(N=CC2=C1N=C(N=C2NC2CS(CC2)(=O)=O)OCC21CCCN1CCC2)C2=CC=CC1=CC=CC(=C21)F 3-((8-fluoro-7-(8-fluoronaphthalen-1-yl)-2-((hexahydro-1H-pyrrolizin-7a-yl)methoxy)pyrido[4,3-d]pyrimidin-4-yl)amino)tetrahydrothiophene 1,1-dioxide